ClC1=C(C=CC=C1)N(C=1C=CC2=CC3=CC=C(C=C3[O+]=C2C1)N(C)C1=C(C=CC=C1)Cl)C 3,6-bis((2-chlorophenyl)(methyl)amino)xanthylium